(1-(methylsulfonyl)pyrrolidin-3-yl)benzene-1,4-diamine CS(=O)(=O)N1CC(CC1)C1=C(C=CC(=C1)N)N